C(C1=CC=CC=C1)N1C[C@@]([C@@](C1)(C)CO)(C)CO Racemic-(cis)-(1-Benzyl-3,4-dimethylpyrrolidine-3,4-diyl)dimethanol